CN1C=C(C=2C1=CN=C(C2)NC(C)=O)C2=NC(=CC(=C2)NC)S(=O)(=O)C N-(1-methyl-3-(4-(methylamino)-6-(methylsulfonyl)pyridin-2-yl)-1H-pyrrolo[2,3-c]pyridin-5-yl)acetamide